benzyl (3aR,5S,6aS)-tetrahydro-1H-spiro[cyclopenta[c]pyrrole-5,2'-oxirane]-2(3H)-carboxylate O1C2(C1)C[C@@H]1[C@@H](CN(C1)C(=O)OCC1=CC=CC=C1)C2